NC1=NC(=NC=N1)N1CC(C(CC1)O)(C)F 1-(4-amino-1,3,5-triazin-2-yl)-3-fluoro-3-methyl-Piperidin-4-ol